FC=1C=C2C(=CNC2=C(C1)F)C1CN(CC1)C 5,7-difluoro-3-(1-methylpyrrolidin-3-yl)-1H-indole